ClC1=CC=CC=2NC3=CC(=CC=C3C(C12)(C)C)C1=CC=CC=C1 1-Chloro-9,9-dimethyl-6-phenyl-9,10-dihydroacridine